4-heptenylmethyldimethoxysilane C(CCC=CCC)[Si](OC)(OC)C